C(C)(C)(C)NC(CN1CC2(C1)CN(C2)CC(=O)NC2=CC(=CC(=C2)Cl)Cl)=O N-(tert-butyl)-2-(6-(2-((3,5-dichlorophenyl)amino)-2-oxoethyl)-2,6-diazaspiro[3.3]heptan-2-yl)acetamide